N[C@H]1[C@@H](CC[C@H](C2=NC=CC=C21)OC(=O)N2CC(CC2)N2C(NC1=NC=CC=C12)=O)C1=C(C(=CC=C1)F)F (5S,6S,9R)-5-amino-6-(2,3-difluorophenyl)-6,7,8,9-tetrahydro-5H-cyclohept[b]pyridin-9-yl-3-(2-Oxo-2,3-dihydro-1H-imidazo[4,5-b]pyridin-1-yl)pyrrolidine-1-carboxylate